isopropyl 2-methylbutanoate (ISOPROPYL 2-METHYL BUTYRATE) C(C)(C)C(C(=O)O)(CC)C.CC(C(=O)OC(C)C)CC